ClC=1C(=CC(=C(CN[C@@H](CO)C(=O)O)C1)OCC=1C=NC=CC1)OCC1=C(C(=CC=C1)C1=C2CCN(C2=CC=C1)CCCN1CCC(CC1)(C(=O)O)O)C N-(5-chloro-2-((pyridin-3-yl)methoxy)-4-(3-(1-(3-(4-hydroxy-4-carboxypiperidin-1-yl)propyl)indoline-4-yl)-2-methylbenzyloxy)benzyl)-L-serine